C(C)(=O)OCCC(CC1=CC=CC=C1)(F)F 3,3-difluoro-4-phenylbutyl acetate